3,3',4,4'-tetra(t-butylperoxycarbonyl)benzophenon C(C)(C)(C)OOC(=O)C=1C=C(C(=O)C2=CC(=C(C=C2)C(=O)OOC(C)(C)C)C(=O)OOC(C)(C)C)C=CC1C(=O)OOC(C)(C)C